N1C=2N(CC1)C(=NC2)C2=CN=C1C=CC(=NC1=C2)C=2C(=NNC2)C2=NC(=CC=C2)C 7-(2,3-dihydro-1H-imidazo[1,5-a]imidazol-5-yl)-2-[3-(6-methyl-2-pyridyl)-1H-pyrazol-4-yl]-1,5-naphthyridine